monosodium α-ketoglutarate O=C(C(=O)[O-])CCC(=O)O.[Na+]